C(C1=CC=CC=C1)N(C1CCC(CC1)OCCOCCN(C)C)CC1=CC=CC=C1 N,N-dibenzyl-4-(2-(2-(dimethylamino)ethoxy)ethoxy)cyclohexan-1-amine